3-[(2-Bromophenyl)methoxy]-5-[6-(trifluoromethyl)benzimidazol-1-yl]thiophene-2-carboxamide BrC1=C(C=CC=C1)COC1=C(SC(=C1)N1C=NC2=C1C=C(C=C2)C(F)(F)F)C(=O)N